C(C)C=1SC(=C(N1)C1=CC=CC=C1)OC1=NC(=NC=C1)NC1=CC=CC(=N1)C(=O)N 6-((4-((2-ethyl-4-phenylthiazol-5-yl)oxy)pyrimidin-2-yl)amino)pyridinecarboxamide